FC(COC1=NC(=NC(=N1)Cl)Cl)(F)F 2-Trifluoroethoxy-4,6-dichloro-1,3,5-triazine